C(C)OC(=O)C=1C=C2C=CNC2=CC1 Indole-5-carboxylic acid ethyl ester